di(2-thienyl)divinylsilane (±)-(1R,3R,5R)-8-benzyl-6-hydroxy-8-azabicyclo[3.2.1]octan-3-yl-acetate C(C1=CC=CC=C1)N1[C@@H]2C[C@H](C[C@@H]1[C@@H](C2)O)CC(=O)O.S2C(=CC=C2)[Si](C=C)(C=C)C=2SC=CC2 |&1:13|